tert-butyl ((S)-2-(2-((R)-1-(((R)-tert-butylsulfinyl)amino)-ethyl)-4-fluorophenoxy)propyl)carbamate C(C)(C)(C)[S@@](=O)N[C@H](C)C1=C(O[C@H](CNC(OC(C)(C)C)=O)C)C=CC(=C1)F